6-chloro-1-(2,6-diethylphenyl)-7-(3,3-difluoro-1-pyrrolidinyl)-4-((2S)-2-methyl-4-(2-propenoyl)-1-piperazinyl)pyrido[2,3-d]pyrimidin-2(1H)-one ClC1=CC2=C(N(C(N=C2N2[C@H](CN(CC2)C(C=C)=O)C)=O)C2=C(C=CC=C2CC)CC)N=C1N1CC(CC1)(F)F